(R)-(6-bromo-1-(1-(2,4-dichlorophenyl)ethyl)-1H-benzo[d][1,2,3]triazol-4-yl)methanol BrC=1C=C(C2=C(N(N=N2)[C@H](C)C2=C(C=C(C=C2)Cl)Cl)C1)CO